FC1(CCC2=C1N=C(N=C2N2CCCC2)S(=O)(=O)C)F 1-(7,7-difluoro-2-(methylsulfonyl)-6,7-dihydro-5H-cyclopenta[d]pyrimidin-4-yl)pyrrolidine